tert-butyl (6-((2-tosylhydrazono)methyl)spiro[3.3]heptan-2-yl)carbamate S(=O)(=O)(C1=CC=C(C)C=C1)NN=CC1CC2(CC(C2)NC(OC(C)(C)C)=O)C1